(R)-1-(9-(5-(5-(1-(1H-pyrrolo[2,3-b]pyridin-4-yl)ethoxy)-1H-indazol-3-yl)pyridin-2-yl)-3,9-diazaspiro[5.5]undecan-3-yl)ethan-1-one N1C=CC=2C1=NC=CC2[C@@H](C)OC=2C=C1C(=NNC1=CC2)C=2C=CC(=NC2)N2CCC1(CCN(CC1)C(C)=O)CC2